N[C@H](CCCN1CCCCC1)C=1C(=NC=CC1)N (R)-3-(1-amino-4-(piperidin-1-yl)butyl)pyridin-2-amine